O1C(=CC2=C1C=CC=C2)C2=NC=CC=C2 2-(benzofuran-2-yl)pyridine